1,3-dihydroisobenzofuran-1-ol C1(OCC2=CC=CC=C12)O